NC=1C=C(C(=O)OC)C=C(C1NC\C=C\CNC(=O)OC(C)(C)C)OC methyl (E)-3-amino-4-((4-((tert-butoxycarbonyl) amino) but-2-en-1-yl) amino)-5-methoxybenzoate